C(=NN)=CCN1C(=O)N(C(=O)C1C(C)C)CC=C=NN 1,3-bis(hydrazonocarbonylethyl)-5-isopropylhydantoin